FC(C1=CC2=C([C@H](CO2)N)C=C1)(F)F (R)-6-(trifluoromethyl)-2,3-dihydro-benzofuran-3-amine